[2H]C1(N(C(C(C2=CC(=CC=C12)F)([2H])[2H])([2H])[2H])C1=CC(=C(C(=C1)C)NC(CC(C)(C)C)=O)C)[2H] N-[4-(1,1,3,3,4,4-hexadeuterio-6-fluoro-2-isoquinolyl)-2,6-dimethyl-phenyl]-3,3-dimethyl-butanamide